2-amino-3,3-dideutero-3-(3,4-dideuterooxyphenyl)propionic acid NC(C(=O)O)C(C1=CC(=C(C=C1)O[2H])O[2H])([2H])[2H]